tert-butyl 3-(1-(4-methoxybenzyl)-6-oxo-5-(trifluoromethyl)-1,6-dihydropyridazin-3-yl)piperidine-1-carboxylate COC1=CC=C(CN2N=C(C=C(C2=O)C(F)(F)F)C2CN(CCC2)C(=O)OC(C)(C)C)C=C1